4-{6-[5-(6-Cyano-4-methyl-pyridin-3-yloxy)-3-methyl-3H-imidazo[4,5-b]pyridin-7-ylamino]-pyridine-3-carbonyl}-piperazine C(#N)C1=CC(=C(C=N1)OC1=CC(=C2C(=N1)N(C=N2)C)NC2=CC=C(C=N2)C(=O)N2CCNCC2)C